N-(3-Fluoro-4-methoxyphenethyl)-9-methyl-7,8,9,10-tetrahydropyrimido[4',5':4,5]-thieno[2,3-b][1,6]naphthyridin-4-amine FC=1C=C(CCNC2=NC=NC3=C2SC2=NC=4CCN(CC4C=C23)C)C=CC1OC